5-(1H-pyrazol-1-yl)-N-(quinolin-8-ylsulfonyl)-2-naphthamide N1(N=CC=C1)C1=C2C=CC(=CC2=CC=C1)C(=O)NS(=O)(=O)C=1C=CC=C2C=CC=NC12